7-[(2R,4S)-2-(1-cyclopropylpyrazol-4-yl)tetrahydropyran-4-yl]-9-[3-(difluoromethyl)-1-bicyclo[1.1.1]pentanyl]-2,3-dimethyl-pyrazino[1,2-a]pyrimidin-4-one C1(CC1)N1N=CC(=C1)[C@@H]1OCC[C@@H](C1)C=1N=C(C=2N(C(C(=C(N2)C)C)=O)C1)C12CC(C1)(C2)C(F)F